dimethyl-acetyl-methacrylamide CCC(C(=O)N)=C(C(C)=O)C